C(C)S(=O)(=O)OC1=C(C(=C(C(=C1F)F)F)F)F (perfluorophenyl) ethanesulfonate